4-(2-Carboxy-5-(((5-methyl-2-oxo-1,3-dioxol-4-yl)methoxy)amino)-5-oxopentyl)benzoic acid C(=O)(O)C(CC1=CC=C(C(=O)O)C=C1)CCC(=O)NOCC=1OC(OC1C)=O